5-methyl-4-oxo-7-{3-[(1-propyl-1H-pyrazol-3-yl)carbamoyl]azetidin-1-yl}-1-(1,3-thiazol-2-yl)-1,4-dihydro-1,8-naphthyridine-3-carboxylic acid CC1=C2C(C(=CN(C2=NC(=C1)N1CC(C1)C(NC1=NN(C=C1)CCC)=O)C=1SC=CN1)C(=O)O)=O